[2-(4-chloro-2-mesyl-phenyl)-6-azaspiro[3.4]octan-6-yl]-[6-(5-cyclopropyl-4H-1,2,4-triazol-3-yl)-2-azaspiro[3.3]heptan-2-yl]methanone ClC1=CC(=C(C=C1)C1CC2(C1)CN(CC2)C(=O)N2CC1(C2)CC(C1)C1=NN=C(N1)C1CC1)S(=O)(=O)C